3-[5-(morpholinomethyl)pyrazolo[1,5-a]pyrimidin-2-yl]benzonitrile O1CCN(CC1)CC1=NC=2N(C=C1)N=C(C2)C=2C=C(C#N)C=CC2